4-Methyl-Octanoic Acid CC(CCC(=O)O)CCCC